5-(3-(3-Chloro-5-((2-chloro-4-fluorobenzyl)oxy)phenyl)-2-oxo-2H-[1,3'-bipyridin]-5-yl)pyrimidine-2,4(1H,3H)-dione ClC=1C=C(C=C(C1)OCC1=C(C=C(C=C1)F)Cl)C=1C(N(C=C(C1)C=1C(NC(NC1)=O)=O)C=1C=NC=CC1)=O